P(=O)(O)(O)OCC=1C(=C(C(=NC1)C)O)CO pyridoxine 5'-phosphate